COC=1C=C(C=CC1)C=1C(OC2=CC=C(C=C2C1C)O)C1=CC=C(C=C1)\C=C/CN1C[C@@H](CC1)C 3-(3-Methoxyphenyl)-4-methyl-2-{4-[(Z)-3-((R)-3-methyl-pyrrolidin-1-yl)propenyl]phenyl}-2H-chromen-6-ol